Br.[N+](=O)([O-])C1=CC=C(C=C1)C[C@@H](C=1N=C(SC1)C=1SC=CC1)N (S)-2-(4-nitrophenyl)-1-[(2-thiophen-2-yl)thiazol-4-yl]ethylamine hydrobromide